N-[[6-(quinoxaline-2-carbonyl)-6-azaspiro[2.5]octan-2-yl]methyl]furo[2,3-c]pyridine-2-carboxamide N1=C(C=NC2=CC=CC=C12)C(=O)N1CCC2(C(C2)CNC(=O)C2=CC=3C(=CN=CC3)O2)CC1